C(C)(C)(C)OC(=O)N1C[C@H]([C@H](CC1)C=1N=NC(=CC1C)N)C (3s,4s)-4-(6-amino-4-methylpyridazin-3-yl)-3-methylpiperidine-1-carboxylic acid tert-butyl ester